tert-butyl (S)-7-(4-fluorobenzyl)-6-((2-methoxyethyl) amino)-2-methyl-2,3-dihydro-1H-pyrido[2,3-b][1,4]oxazine-1-carboxylate FC1=CC=C(CC2=CC3=C(OC[C@@H](N3C(=O)OC(C)(C)C)C)N=C2NCCOC)C=C1